C(C)(C)(C)OC(=O)N1CC=2C=CC(=NC2C(C1)N1CCOCC1)C#N 2-cyano-8-morpholino-7,8-dihydro-1,6-naphthyridine-6(5H)-carboxylic acid tert-butyl ester